(R)-N-((S)-1'-(5-bromo-3-(hydroxymethyl)pyrazin-2-yl)-5-(3-methoxyprop-1-yn-1-yl)-1,3-dihydrospiro[inden-2,4'-piperidin]-3-yl)-2-methylpropan-2-sulfinamide BrC=1N=C(C(=NC1)N1CCC2(CC1)CC1=CC=C(C=C1[C@H]2N[S@](=O)C(C)(C)C)C#CCOC)CO